FC1=CC=C(C=C1)C=CC(=O)N1CCNCC1 4-(3-(4-fluorophenyl)acryloyl)piperazine